C1CN(CCC1C=O)C(=O)OCC2=CC=CC=C2 4-formyl-N-Cbz-piperidine